(R)-N-(2-fluoro-5-(2-((1-hydroxypropan-2-yl)amino)-6-morpholinopyridin-4-yl)-4-methylphenyl)-3-(2,2,2-trifluoroethyl)-2,5-dihydro-1H-pyrrole-1-carboxamide FC1=C(C=C(C(=C1)C)C1=CC(=NC(=C1)N1CCOCC1)N[C@@H](CO)C)NC(=O)N1CC(=CC1)CC(F)(F)F